4-hydroxy-3-(trifluoromethoxy)benzoic acid OC1=C(C=C(C(=O)O)C=C1)OC(F)(F)F